7-(2-fluoro-3-(1-(1-(4-fluorophenyl)-propyl)-1H-pyrazol-4-yl)phenyl)-8-methyl-[1,2,4]-triazolo[1,5-a]-pyridin-2-amine FC1=C(C=CC=C1C=1C=NN(C1)C(CC)C1=CC=C(C=C1)F)C1=C(C=2N(C=C1)N=C(N2)N)C